(6R)-8-(3-pyrimidin-5-yl-1H-pyrrolo[2,3-b]pyridin-4-yl)-1,8-diazaspiro[5.5]undecane N1=CN=CC(=C1)C1=CNC2=NC=CC(=C21)N2C[C@@]1(CCCCN1)CCC2